(3S,4S)-4-((R)-6-(2,6-dichloro-3,5-dimethoxyphenyl)-4,5,6,7-tetrahydro-1H-indazol-3-yl)tetrahydrofuran-acrylamide S-(6-oxo-6-(2-oxooxepan-3-yl)hexyl)ethanethioate O=C(CCCCCS=C(C)O)C1C(OCCCC1)=O.ClC1=C(C(=C(C=C1OC)OC)Cl)[C@@H]1CCC=2C(=NNC2C1)[C@@H]1CC(OC1)C=CC(=O)N